(1s,4s)-N-(3-Methoxy-4-methylphenyl)-4-(5-methyl-2-oxo-8-vinyl-1,2-dihydroquinazolin-3(4H)-yl)cyclohexanecarboxamide COC=1C=C(C=CC1C)NC(=O)C1CCC(CC1)N1C(NC2=C(C=CC(=C2C1)C)C=C)=O